5-[[5-(4-bromo-2-fluoro-phenyl)tetrazol-2-yl]methyl]-N-(2-carbamoyl-4-chloro-6-methyl-phenyl)-2-(3-chloro-2-pyridyl)pyrazole-3-carboxamide BrC1=CC(=C(C=C1)C=1N=NN(N1)CC=1C=C(N(N1)C1=NC=CC=C1Cl)C(=O)NC1=C(C=C(C=C1C)Cl)C(N)=O)F